C1(CC1)C1=NC=NC(=C1C1=NC=C(C(=N1)CC1=CC=C(C=C1)C=1N(C=C(N1)C(F)(F)F)C)OC)OC 4'-cyclopropyl-5,6'-dimethoxy-4-(4-(1-methyl-4-(trifluoromethyl)-1H-imidazol-2-yl)benzyl)-2,5'-bipyrimidine